ClC1=CC=C(C(=N1)C=1N=NN(N1)C([2H])([2H])[2H])NC(C)([2H])C=1C=C(C=C2C(N(C=3N(C12)C=NC3C=3C=NC(=NC3)CO)C([2H])([2H])[2H])=O)C 9-(1-((6-chloro-2-(2-(methyl-d3)-2H-tetrazol-5-yl)pyridin-3-yl)amino)ethyl-1-d)-3-(2-(hydroxymethyl)pyrimidin-5-yl)-7-methyl-4-(methyl-d3)imidazo[1,5-a]quinazolin-5(4H)-one